N[C@H](C)C1=CC=C2C(=N1)NC(=C2)C2=NC1=C(N2C)C(=CC(=C1)C(=O)OC(C)C)OC isopropyl (R)-2-(6-(1-aminoethyl)-1H-pyrrolo[2,3-b]pyridin-2-yl)-7-methoxy-1-methyl-1H-benzo[d]imidazole-5-carboxylate